8-Bromo-4-chloro-N-[(4S)-3,4-dihydro-2H-benzopyran-4-yl]-7-fluoroquinoline-3-carboxamide BrC=1C(=CC=C2C(=C(C=NC12)C(=O)N[C@H]1CCOC2=C1C=CC=C2)Cl)F